4-chloro-5-bromo-6-bromoindole ClC1=C2C=CNC2=CC(=C1Br)Br